ClC(OC1=CC=C(C=C1)NC(=O)C=1C=C(C2=C(N=C3COC[C@H](N32)C)C1)C=1C=C3C(=NC1)CN(C3=O)C)(F)F (R)-N-(4-(chlorodifluoromethoxy)phenyl)-4-methyl-6-(6-methyl-5-oxo-6,7-dihydro-5H-pyrrolo[3,4-b]pyridin-3-yl)-3,4-dihydro-1H-benzo[4,5]imidazo[2,1-c][1,4]oxazine-8-carboxamide